4,4'-bis(2-methylimidazolyl)biphenyl methyl-2-methoxy-4-(3-oxobenzo[d]isothiazol-2(3H)-yl)benzoate COC(C1=C(C=C(C=C1)N1SC2=C(C1=O)C=CC=C2)OC)=O.CC=2NC=C(N2)C2=CC=C(C=C2)C2=CC=C(C=C2)C=2N=C(NC2)C